9-((2R,3S,4R,5R)-4-fluoro-3-hydroxy-5-((S)-1-hydroxypropyl)tetrahydrofuran-2-yl)-7,9-dihydro-8H-purin-8-one F[C@@H]1[C@H]([C@@H](O[C@@H]1[C@H](CC)O)N1C2=NC=NC=C2NC1=O)O